N-(1,3-dihydroxypropan-2-yl)-4-(2-(6-methylpyridin-2-yl)-6,7-dihydro-8H-pyrimido[5,4-b][1,4]oxazin-8-yl)pyrimidine-5-carboxamide OCC(CO)NC(=O)C=1C(=NC=NC1)N1C2=C(OCC1)C=NC(=N2)C2=NC(=CC=C2)C